mono-asparaginyl-dihydroporphine N[C@@H](CC(N)=O)C(=O)C12CC=C(N1)C=C1C=CC(=N1)C=C1C=CC(N1)=CC=1C=CC(N1)=C2